2-acrylamido-1-methylpropanesulfonic acid C(C=C)(=O)NC(C(S(=O)(=O)O)C)C